ClC=1N=CC2=C(N(C3=CC=CC=C23)CC2=CC=C(C=C2)C=2N(C=C(N2)C(F)(F)F)CC)N1 2-chloro-9-(4-(1-ethyl-4-(trifluoromethyl)-1H-imidazol-2-yl)benzyl)-9H-pyrimido[4,5-b]indole